CC1=CC(=NN1)C1(NC(=NC2=CC=CC=C12)NC1=CC=C(C=C1)Br)N 4-(5-methyl-1H-pyrazol-3-yl)-N2-(4-bromophenyl)quinazoline-2,4-diamine